C(C)(C)(C)N1C[C@H]([C@@H](C1)C1CCOCC1)C |r| 1-tert-butyl-3-methyl-(±)-trans-4-(tetrahydro-2H-pyran-4-yl)pyrrolidine